Methyl (E)-6-(4-fluorostyryl)nicotinate FC1=CC=C(/C=C/C2=NC=C(C(=O)OC)C=C2)C=C1